1-butyl-3-methylpyridine bis(trifluoromethylsulfonyl)imide salt [N-](S(=O)(=O)C(F)(F)F)S(=O)(=O)C(F)(F)F.C(CCC)N1CC(=CC=C1)C